C(C)(C)NC(=O)C=1C=NN(C1)C(C)C=1SC(=CC1)C1=NOC(=N1)C(F)(F)F N-isopropyl-1-[1-[5-[5-(trifluoromethyl)-1,2,4-oxadiazol-3-yl]-2-thienyl]ethyl]pyrazole-4-carboxamide